COCC(C(C)C)(C(C)C)COC 3,3-bis(methoxymethyl)-2,4-dimethylpentane